1-[2-[(3R)-2,6-dioxo-3-piperidinyl]-1-oxo-isoindolin-5-yl]azetidine-3-carbaldehyde O=C1NC(CC[C@H]1N1C(C2=CC=C(C=C2C1)N1CC(C1)C=O)=O)=O